C(C1=CC=CC=C1)NC(=O)N1N(CC(N2[C@@H]1CN(C([C@@H]2CC2=CC=C(C=C2)O)=O)CC2=C1C=CC=NC1=CC=C2)=O)CC2=CC(=NO2)C2=NC=CC=C2 (6S,9aS)-N-benzyl-6-(4-hydroxybenzyl)-4,7-dioxo-2-((3-(pyridin-2-yl)isoxazol-5-yl)methyl)-8-(quinolin-5-ylmethyl)octahydro-1H-pyrazino[2,1-c][1,2,4]triazine-1-carboxamide